4-bromo-2',5'-diphenyl-biphenyl BrC1=CC=C(C=C1)C1=C(C=CC(=C1)C1=CC=CC=C1)C1=CC=CC=C1